CCCCCCCCC(CCCCCCCC)OC(CCCNCCCC(=O)OCCCCCCCCCC)=O decyl 4-((4-(heptadecan-9-yloxy)-4-oxobutyl)amino)butanoate